COC(C1=C(C=C(C(=C1)I)F)N)=O 2-amino-4-fluoro-5-iodobenzoic acid methyl ester